C[C@H](C1=CC=C(C=C1)F)N (R)-(+)-1-(4-Fluorophenyl)ethylamine